4-bromo-N-(1-(4,4-difluorocyclohexyl)-1H-indazol-6-yl)-2-(6-azaspiro[2.5]octane-6-yl)benzamide BrC1=CC(=C(C(=O)NC2=CC=C3C=NN(C3=C2)C2CCC(CC2)(F)F)C=C1)N1CCC2(CC2)CC1